(S)-1-(6-((2-(2-fluoro-6-methoxyphenyl)pyrimidin-4-yl)amino)-6'-(((S)-3-fluoropyrrolidin-1-yl)methyl)-[3,3'-bipyridin]-4-yl)piperidin-3-ol FC1=C(C(=CC=C1)OC)C1=NC=CC(=N1)NC1=CC(=C(C=N1)C=1C=NC(=CC1)CN1C[C@H](CC1)F)N1C[C@H](CCC1)O